ClC1=C(C=CC(=C1)F)COC=1C=CC=C(N)C1 5-[(2-chloro-4-fluorophenyl)methoxy]-aniline